CN1N=CC(=C1)C1=NC=CC(=C1)OC=1C=C2C(NC(=NC2=CC1)CC1=CC=NC=C1)=O 6-{[2-(1-methylpyrazol-4-yl)-4-pyridyl]oxy}-2-(4-pyridylmethyl)-3H-quinazolin-4-one